Ethyl 4-Amino-3-(3-Bromophenyl)Butanoate NCC(CC(=O)OCC)C1=CC(=CC=C1)Br